CN1C(=NC2=C1C=C(C=C2C)C)C2=CC=C(C=C2)[N+](=O)[O-] 1,4,6-trimethyl-2-(4-nitrophenyl)-1H-benzo[d]imidazole